NC1=C(C=C(C=C1)C1=C(C=C2C(C(=CN(C2=C1OC)C1CC1)C(=O)O)=O)F)C#N 7-(4-amino-3-cyanophenyl)-1-cyclopropyl-6-fluoro-8-methoxy-4-oxo-1,4-dihydroquinoline-3-carboxylic acid